3-propyl-5-benzyl-1-(4-vinylbenzyl)-1H-1,2,4-triazole C(CC)C1=NN(C(=N1)CC1=CC=CC=C1)CC1=CC=C(C=C1)C=C